C(CCC)C1=C(C=C(C=N1)N)F 6-butyl-5-fluoropyridin-3-amine